3,5-dimethyl-4-aminobenzoic acid CC=1C=C(C(=O)O)C=C(C1N)C